(2S)-1-[(6-chloro-1-[[2-(trimethylsilyl)ethoxy]methyl]pyrrolo[3,2-c]pyridin-2-yl)methyl]-2-methylazetidine ClC1=CC2=C(C=N1)C=C(N2COCC[Si](C)(C)C)CN2[C@H](CC2)C